4,6-Dibromodibenzofuran BrC1=CC=CC2=C1OC1=C2C=CC=C1Br